(4-(hydroxymethyl)phenyl)benzo[d]isothiazol-3(2H)-one OCC1=CC=C(C=C1)N1SC2=C(C1=O)C=CC=C2